7-(1-(2-(2-ethylbutylamino)-2-oxoethyl)-2-oxo-1,2-dihydro-pyridin-3-ylamino)-6-(1-methyl-1H-imidazole-5-carboxamido)-7-oxohept-2-enoic acid methyl ester COC(C=CCCC(C(=O)NC=1C(N(C=CC1)CC(=O)NCC(CC)CC)=O)NC(=O)C1=CN=CN1C)=O